4-HYDROXY-6-CHLORO-3-FORMYLCOUMARIN OC1=C(C(OC2=CC=C(C=C12)Cl)=O)C=O